CC1=NN=C(C2=CC(=CC=C12)O[C@@H]1COCC1)N[C@H](C)C1=CC(=CC(=C1)C(F)(F)F)[N+](=O)[O-] 4-methyl-N-((R)-1-(3-nitro-5-(trifluoromethyl)phenyl)ethyl)-7-(((s)-tetrahydrofuran-3-yl)oxy)phthalazin-1-amine